1-(4-isopropyl-1-cyclohexyl)ethanol C(C)(C)C1CCC(CC1)C(C)O